2-(2,4-di-tert-butoxypyrimidin-5-yl)-4-(3,3-difluoro-4,4-dimethyl-pyrrolidin-1-yl)pyrazolo[1,5-a]pyrazine C(C)(C)(C)OC1=NC=C(C(=N1)OC(C)(C)C)C1=NN2C(C(=NC=C2)N2CC(C(C2)(C)C)(F)F)=C1